COC(C1=C(C(=CC=C1F)O)F)=O.OC(C)(C)C=1C(=CC2=C(N=C(S2)N2CCC(CC2)CO)C1)C=1C(=NC(=CC1)C(F)(F)F)C(=O)N [5-(1-hydroxy-1-methyl-ethyl)-2-[4-(hydroxymethyl)-1-piperidinyl]-1,3-benzothiazole-6-yl]-6-(trifluoromethyl)pyridine-2-carboxamide Methyl-2,6-difluoro-3-hydroxybenzoate